FC1(C(CNC1)NC(OCC(F)F)=O)F 2,2-difluoroethyl N-(4,4-difluoropyrrolidin-3-yl)carbamate